(R)-N-(2-chloro-3-((5-chloro-3-methyl-4-oxo-3,4-dihydroquinazolin-6-yl)amino)-4,5-difluorophenyl)-3-methoxypyrrolidine-1-sulfonamide ClC1=C(C=C(C(=C1NC=1C(=C2C(N(C=NC2=CC1)C)=O)Cl)F)F)NS(=O)(=O)N1C[C@@H](CC1)OC